10-methylphenoxazine-2,7-dicarboxylic acid dimethyl ester COC(=O)C1=CC=2N(C3=CC=C(C=C3OC2C=C1)C(=O)OC)C